ClC1=CC=CC=2NC(=NC21)CCNCCC=2OC=C(N2)C(=O)NCC2=NC=CC=C2F 2-(2-{[2-(4-chloro-1H-1,3-benzodiazol-2-yl)ethyl]amino}ethyl)-N-[(3-fluoropyridin-2-yl)methyl]-1,3-oxazole-4-carboxamide